6-Bromo-5-fluoro-3-iodo-pyridin-2-amine BrC1=C(C=C(C(=N1)N)I)F